C(=C)C1=C(CC#N)C=CC=C1 o-vinylbenzylcyanide